C(C1=CC=CC=C1)OCOC(C(OC(CCCCCCCCCCCCCCC)=O)([2H])[2H])(C(OCC1=CC=C(C=C1)OC)([2H])[2H])[2H] 2-(Benzyloxymethyl)-3-(4-methoxybenzyl)-1-palmitoyl-glycerol-d5